C(C)(C)C1=C(C=C(C=C1)C=1OC2=C(N1)C(=CC=C2)C)OC 2-(4-Isopropyl-3-methoxyphenyl)-4-methylbenzoxazole